BrC1C2=C(OCO1)C=CC=C2 4-bromo-benzo[d][1,3]dioxin